BrC=1C=C(C(=NC1)C(=C)OCC)NC(C(C)(C)C)=O N-[5-bromo-2-(1-ethoxyvinyl)-3-pyridyl]-2,2-dimethyl-propanamide